Cl.N1N=C(C=C1)NC(=O)C1CNC1 N-(1H-pyrazol-3-yl)azetidine-3-carboxamide hydrochloride